tert-butyl-8-hydroxy-8-(1H-pyrrolo[2,3-b]pyridin-3-yl)-6-azaspiro[3.5]nonane-6-carboxylate C(C)(C)(C)OC(=O)N1CC2(CCC2)CC(C1)(C1=CNC2=NC=CC=C21)O